COC1=CC=C(CN(C2=NC=NN3C2=NC=C3C=3C=NN(C3)C=3C(=CC(=C(C3)NC(=O)C=3N=NC=C(C3)C(F)(F)F)F)C)CC3=CC=C(C=C3)OC)C=C1 N-(5-(4-(4-(bis(4-methoxybenzyl)amino)imidazo[2,1-f][1,2,4]triazin-7-yl)-1H-pyrazol-1-yl)-2-fluoro-4-methylphenyl)-5-(trifluoromethyl)pyridazine-3-carboxamide